ClC=1C=CC(=C(C1)C(C(=O)O)(C)C)CN1[C@@](C2=C(C=C(C=C2C1=O)[C@](CC)(C1CCOCC1)O)F)(OC)C1=CC=C(C=C1)Cl 2-(5-chloro-2-{[(1R)-1-(4-chlorophenyl)-7-fluoro-5-[(1S)-1-hydroxy-1-(oxan-4-yl)propyl]-1-methoxy-3-oxo-2,3-dihydro-1H-isoindol-2-yl]methyl}phenyl)-2-methylpropanoic acid